[Si](C)(C)(C(C)(C)C)OCC=1N=C(OC1)C ((tert-butyldimethylsilyloxy)methyl)-2-methyl-oxazole